(S)-3-(2-(2-(1-methoxyethyl)pyridin-3-yl)-1-(2-((tetrahydro-2H-pyran-4-yl)oxy)ethyl)-5-(4,4,5,5-tetramethyl-1,3,2-dioxaborolan-2-yl)-1H-indol-3-yl)-2,2-dimethylpropan-1-ol CO[C@@H](C)C1=NC=CC=C1C=1N(C2=CC=C(C=C2C1CC(CO)(C)C)B1OC(C(O1)(C)C)(C)C)CCOC1CCOCC1